C(C)(C)(C)OC(NCCCCCC(=O)N1CC[C@@H](C2=CC=CC=C12)C(N[C@@H]1C(NC(CC1)=O)=O)=O)=O N-[6-[(4S)-4-[[(3S)-2,6-dioxopiperidin-3-yl]carbamoyl]-3,4-dihydroquinolin-1(2H)-yl]-6-oxohexyl]carbamic acid tert-butyl ester